BrC=CC 1-bromopropene